FC(C1=CC=C(C=C1)C=1N=C(N2C1C=CC=C2)/C=C/C(=O)O)(F)F (E)-3-(1-(4-(trifluoromethyl)phenyl)imidazo[1,5-a]pyridin-3-yl)acrylic acid